CC=1C=CC2=C(OCC(CO2)=O)C1 8-methyl-1,5-benzodioxepin-3-one